ClC1=CC(=C(COC2=CC=CC(=N2)N2CC3=NN(C=C3C2)CC2=NC3=C(N2CC2(COC2)OC)C=C(C=C3)C(=O)OC)C=C1)F methyl 2-((5-(6-((4-chloro-2-fluorobenzyl)oxy)pyridin-2-yl)-5,6-dihydropyrrolo[3,4-c]pyrazol-2(4H)-yl)methyl)-1-((3-methoxyoxetan-3-yl)methyl)-1H-benzo[d]imidazole-6-carboxylate